COC1=C(CNC2=NC=CC=3C(=CC=CC23)NCC=2C=NC(=CC2C)N2CC=3N(C[C@H]2C)C(=NN3)C(F)(F)F)C=CC(=C1)OC (R)-N1-(2,4-dimethoxybenzyl)-N5-((4-methyl-6-(6-methyl-3-(trifluoromethyl)-5,6-dihydro-[1,2,4]triazolo[4,3-a]pyrazin-7(8H)-yl)pyridin-3-yl)methyl)isoquinoline-1,5-diamine